C1(CC1)C=1SC2=C(N1)C=C(N2)C(=O)N[C@@H]2[C@H]([C@H]1C([C@@H](C2)C1)(C)C)C 2-cyclopropyl-N-[(1S,2S,3S,5R)-2,6,6-trimethylnorpinan-3-yl]-4H-pyrrolo[3,2-d]thiazole-5-carboxamide